N-((4S,5R)-4-(2-(2-chloroacetamido)phenyl)-7-ethyl-6-oxo-1-phenyl-4,5,6,7-tetrahydro-1H-pyrazolo[3,4-b]pyridin-5-yl)-3-(trifluoromethyl)benzamide ClCC(=O)NC1=C(C=CC=C1)[C@H]1C2=C(N(C([C@@H]1NC(C1=CC(=CC=C1)C(F)(F)F)=O)=O)CC)N(N=C2)C2=CC=CC=C2